FC1=CC=C(C=C1)C(N1C(CNCC1)COC)C1=CC=C(C=C1)F 1-(bis(4-fluorophenyl)methyl)-2-(methoxymethyl)piperazine